BrC=1C(=CC2=C(N(CC(N(S2(=O)=O)C)CCCCF)C2=CC=CC=C2)C1)OC 7-bromo-3-(4-fluorobutyl)-8-methoxy-2-methyl-5-phenyl-2,3,4,5-tetrahydrobenzo[f][1,2,5]thiadiazepine 1,1-dioxide